BrC=1C=C(C=CC1)N1N=C(C=C1)CC(=O)OCC ethyl 2-[1-(3-bromophenyl)pyrazol-3-yl]acetate